BrC1=CC(=NN1C1=CC=C(C=C1)N1CCN(CC1)S(=O)(=O)C)N 5-bromo-1-(4-(4-(methylsulfonyl)piperazin-1-yl)phenyl)-1H-pyrazol-3-amine